(E)-3-(6-aminopyridin-3-yl)-N-((5-(4-(4,4-difluoropiperidine-1-carbonyl)-2-fluorophenyl)-7-(3-fluorophenyl)benzofuran-2-yl)methyl)acrylamide NC1=CC=C(C=N1)/C=C/C(=O)NCC=1OC2=C(C1)C=C(C=C2C2=CC(=CC=C2)F)C2=C(C=C(C=C2)C(=O)N2CCC(CC2)(F)F)F